2,2,7-trifluoro-6-(2,3,5,6-tetrafluoro-4-(trifluoromethyl)phenyl)-2H-benzo[b][1,4]oxazin-3(4H)-one FC1(C(NC2=C(O1)C=C(C(=C2)C2=C(C(=C(C(=C2F)F)C(F)(F)F)F)F)F)=O)F